furo[3,4-d]pyrimido[1,6-a]pyrimidin C1OC=C2N=C3N(C=C21)C=NC=C3